ClC1=CC(=C2C=C(NC2=C1F)C(=O)O)C1=C(C=CC=C1)OC 6-chloro-7-fluoro-4-(2-methoxyphenyl)-1H-indole-2-carboxylic acid